C(C)(C)(C)OC(=O)N1C(C2(C3=CC=CC=C13)CC2)=O oxospiro[cyclopropane-1,3'-indoline]-1'-Carboxylic acid tert-butyl ester